1-[6-nitro-9-(4-nitrophenyl)carbazol-3-yl]-1-octanone oxime [N+](=O)([O-])C=1C=C2C=3C=C(C=CC3N(C2=CC1)C1=CC=C(C=C1)[N+](=O)[O-])C(CCCCCCC)=NO